N1,N1-dimethyl-N2-(2-(pyridin-2-yl)pyrimidin-5-yl)ethane-1,2-diamine CN(CCNC=1C=NC(=NC1)C1=NC=CC=C1)C